Z-pyrazino[1,2-a]pyrimidine N1=C2N(CC=C1)C=CN=C2